2-(2H-tetrazol-2-yl)ethan-1-one N=1N(N=NC1)CC=O